8-cyclopentyl-2-methyl-3-oxo-3,4-dihydroquinoxaline-6-carboxylic acid methyl ester COC(=O)C=1C=C2NC(C(=NC2=C(C1)C1CCCC1)C)=O